5-ethyl-N-(1-methyl-1H-tetrazol-5-yl)-2-((1-methyl-1H-tetrazol-5-yl)methoxy)-6-(trifluoromethyl)nicotinamide C(C)C=1C(=NC(=C(C(=O)NC2=NN=NN2C)C1)OCC1=NN=NN1C)C(F)(F)F